NC1=C2C(=NC=N1)N(N=C2C2=CC=C(C=C2)OC2=CC=CC=C2)C2CCC(CC2)CN2C(CN(CC2C)C=2C=C1C(N(C(C1=CC2F)=O)C2C(NC(CC2)=O)=O)=O)C 5-(4-((4-(4-amino-3-(4-phenoxyphenyl)-1H-pyrazolo[3,4-d]pyrimidin-1-yl)cyclohexyl)methyl)-3,5-dimethylpiperazin-1-yl)-2-(2,6-dioxopiperidin-3-yl)-6-fluoroisoindoline-1,3-dione